C(C)(C)(C)C1=C(C(=NO1)C(=O)NCC1=C(C=C(C=C1)C1=C(C=NC=C1)N1CCN(CC1)C(\C=C\CN(C)C)=O)C)F (E)-5-(tert-butyl)-N-(4-(3-(4-(4-(dimethylamino)but-2-enoyl)piperazin-1-yl)pyridin-4-yl)-2-methylbenzyl)-4-fluoroisoxazole-3-carboxamide